1,4,5,6-tetrahydropyrimidine N1C=NCCC1